C(CCC)(=O)NC1=NC=CC(=C1)CN1CCN(CC1)C1=CC(=C(C(=O)NC)C=C1)F 4-(4-((2-butyramidopyridin-4-yl)methyl)piperazin-1-yl)-2-fluoro-N-methylbenzamide